N-α-carboxybenzyl-L-azidonorleucine C(=O)(O)C(C1=CC=CC=C1)N[C@@H](CCCCN=[N+]=[N-])C(=O)O